NC=1C=CC(=C(C1)NC1=NC(=NC=C1C1=C(C=CC(=C1)Cl)OC)NC=1C=NN(C1)C)F N4-(5-amino-2-fluorophenyl)-5-(5-chloro-2-methoxy-phenyl)-N2-(1-methyl-1H-pyrazol-4-yl)pyrimidine-2,4-diamine